(2s,5r)-5-(4-(3-((1-benzoyl-4-hydroxypiperidin-4-yl)methyl)-6-chloro-4-oxo-3,4-dihydro-7H-pyrrolo[2,3-d]pyrimidin-7-yl)phenyl)-2-methylmorpholine-4-carboxylic acid tert-butyl ester C(C)(C)(C)OC(=O)N1C[C@@H](OC[C@H]1C1=CC=C(C=C1)N1C(=CC2=C1N=CN(C2=O)CC2(CCN(CC2)C(C2=CC=CC=C2)=O)O)Cl)C